C1(CC1)C1=CN(C2=NC=C(C=C21)N2C(NC(CC2)=O)=O)C2[C@H](CN(C[C@H]2C)CC2(CCN(CC2)C(=O)OC(C)(C)C)F)C tert-Butyl 4-(((3S,4r,5R)-4-(3-cyclopropyl-5-(2,4-dioxotetrahydropyrimidin-1(2H)-yl)-1H-pyrrolo[2,3-b]pyridin-1-yl)-3,5-dimethylpiperidin-1-yl)methyl)-4-fluoropiperidine-1-carboxylate